1-N'-[2,5-difluoro-4-[(7-methoxy-1,5-naphthyridin-4-yl)oxy]phenyl]-1-N-(4-fluorophenyl)cyclopropane-1,1-dicarboxamide FC1=C(C=C(C(=C1)OC1=CC=NC2=CC(=CN=C12)OC)F)NC(=O)C1(CC1)C(=O)NC1=CC=C(C=C1)F